2-(6-(((1R,3s,5S)-1,5-dimethyl-8-azabicyclo[3.2.1]octan-3-yl)(methyl)amino)pyridazin-3-yl)-5-(6-(methoxy-d3)pyridazin-4-yl)phenol C[C@]12CC(C[C@](CC1)(N2)C)N(C2=CC=C(N=N2)C2=C(C=C(C=C2)C2=CN=NC(=C2)OC([2H])([2H])[2H])O)C